Cl(=O)(=O)[O-].NN1N=NC=C1.[Cu+2].Cl(=O)(=O)[O-] copper (1-amino-1,2,3-triazole) chlorate